(3R,4S)-1-(6-(1-((1-cyanocyclopropyl)methyl)-1H-pyrazol-4-yl)pyrrolo[1,2-b]pyridazin-4-yl)-3-cyclopropyl-4-methyl-2-oxopyrrolidine-3-carbonitrile C(#N)C1(CC1)CN1N=CC(=C1)C=1C=C2N(N=CC=C2N2C([C@]([C@@H](C2)C)(C#N)C2CC2)=O)C1